Methyl 2-(1-benzothiophen-3-yl)-5-[1-(phenylsulfonyl)-1H-pyrrolo[2,3-b]pyridin-4-yl]-1-{[2-(trimethylsilyl) ethoxy]methyl}-1H-pyrrole-3-carboxylate S1C=C(C2=C1C=CC=C2)C=2N(C(=CC2C(=O)OC)C2=C1C(=NC=C2)N(C=C1)S(=O)(=O)C1=CC=CC=C1)COCC[Si](C)(C)C